1-Ethyl-3-butylpyrrolidinium fluorid [F-].C(C)[NH+]1CC(CC1)CCCC